5-((6s,8r)-7-(2,2-difluoroethyl)-8-methyl-6,7,8,9-tetrahydro-3H-pyrazolo[4,3-f]isoquinolin-6-yl)-N-(1-(3-fluoropropyl)azetidin-3-yl)pyrazin-2-amine FC(CN1[C@@H](C2=CC=C3C(=C2C[C@H]1C)C=NN3)C=3N=CC(=NC3)NC3CN(C3)CCCF)F